N1C[C@H](CC1)NC(OC(C)(C)C)=O tert-butyl (S)-pyrrolidine-3-ylcarbamate